CN1C(C=CC(=C1)N1C(C2=C(C=C1)C(=CN2)C2=NC(=NC=C2C(F)(F)F)NC2CNCCC2)=O)=O 1-methyl-5-(7-oxo-3-{2-[(piperidin-3-yl)amino]-5-(trifluoromethyl)pyrimidin-4-yl}-1H,6H,7H-pyrrolo[2,3-c]pyridin-6-yl)-1,2-dihydropyridin-2-one